(R)-n-hexane-3-amine CC[C@H](CCC)N